C(C)OC1=NC=CC=C1C=1C=C(C=2N(N1)C(=NC2C(C)C)C)NCC=2N=NN(N2)C 2-(2-ethoxy-3-pyridinyl)-5-isopropyl-7-methyl-N-[(2-methyltetrazol-5-yl)methyl]imidazo[1,5-b]pyridazin-4-amine